6-(4-fluorophenyl)-4-hydroxy-1-(2-morpholinoethyl)-2-oxo-1,8-naphthyridine-3-carboxylate FC1=CC=C(C=C1)C=1C=C2C(=C(C(N(C2=NC1)CCN1CCOCC1)=O)C(=O)[O-])O